6-((4,6-dimethyl-2-oxo-1,2-dihydropyridin-3-yl)methyl)-2-(trans-4-(dimethylamino)cyclohexyl)-9-ethynyl-2,4-dimethyl-7,8-dihydro-[1,3]dioxolo[4,5-g]isoquinolin-5(6H)-one CC1=C(C(NC(=C1)C)=O)CN1C(C=2C(=C3C(=C(C2CC1)C#C)OC(O3)(C)[C@@H]3CC[C@H](CC3)N(C)C)C)=O